tert-butyl 2-((2-bromo-6-chloropyridin-4-yl)(hydroxy)methyl)-5-(hydroxymethyl)pyrrolidine-1-carboxylate BrC1=NC(=CC(=C1)C(C1N(C(CC1)CO)C(=O)OC(C)(C)C)O)Cl